ethyl 1-methyl-4-(3-{[1-methyl-4-(1-methylimidazole-2-amido)pyrrol-2-yl]formamido}propanamido)imidazole-2-carboxylate CN1C(=NC(=C1)NC(CCNC(=O)C=1N(C=C(C1)NC(=O)C=1N(C=CN1)C)C)=O)C(=O)OCC